1,3-dibenzyl-2-methylimidazole C(C1=CC=CC=C1)N1C(N(C=C1)CC1=CC=CC=C1)C